C(C)(=O)C1=C(C2=C(N=C(N=C2)NC2=NC=C(C=C2)N2CCC(CC2)C(F)(F)C2=CC=C(C=C2)CCl)N(C1=O)C1CCCC1)C 6-acetyl-2-((5-(4-((4-(chloromethyl)phenyl)difluoromethyl)-piperidin-1-yl)pyridin-2-yl)amino)-8-cyclopentyl-5-methylpyrido[2,3-d]pyrimidin-7(8H)-one